O=C(CNC(=O)C12COC(C1)(C2)CNC(OC(C)(C)C)=O)C2=CC=CC=C2 Tert-butyl ((4-((2-oxo-2-phenylethyl)carbamoyl)-2-oxabicyclo[2.1.1]hexan-1-yl)methyl)carbamate